N[C@@H](C(F)(F)F)C=1C=CC(=C(C1)NC(=S)N1C[C@@](CC1)(C1=NC=NS1)C1=CC(=C(C=C1)C)F)OC |o1:1| (S)-N-(5-((R or S)-1-amino-2,2,2-trifluoroethyl)-2-methoxyphenyl)-3-(3-fluoro-4-methylphenyl)-3-(1,2,4-thiadiazol-5-yl)pyrrolidine-1-carbothioamide